behenyl-propyldiethylamine C(CCCCCCCCCCCCCCCCCCCCC)C(C)N(CC)CCC